C(CCCCCCC\C=C/CCCC)(=O)OCCCCCCCCCCCCCCCCCCCCCCCCCCCCCCC(CC)C 31-methyltritriacontyl myristoleate